4-(2-hydroxy-prop-2-yl)-N-((5-(2-methylpyrazolo[1,5-a]pyridin-5-yl)-2,3-dihydro-1H-inden-4-yl)carbamoyl)thiophene-2-sulfonamide OC(C)(C)C=1C=C(SC1)S(=O)(=O)NC(NC1=C2CCCC2=CC=C1C1=CC=2N(C=C1)N=C(C2)C)=O